FC1(CCN(CC1)C1CCOCC1)COC1=C(C=C(C=C1)S(=O)(=O)NC(C1=CC=CC=C1)=O)[N+](=O)[O-] N-((4-((4-fluoro-1-(tetrahydro-2H-pyran-4-yl)piperidin-4-yl)methoxy)-3-nitrophenyl)sulfonyl)benzamide